Gold(III) chloride hydrate O.[Au](Cl)(Cl)Cl